5-chloro-1-[2-(2,5-dihydro-1H-pyrrol-1-yl)-2-oxoethyl]-1,3-dihydro-2H-indol-2-one ClC=1C=C2CC(N(C2=CC1)CC(=O)N1CC=CC1)=O